C(C)(=O)N1C(CC(C2=CC(=CC=C12)C1=CC=C(C=C1)N1CCC(CC1)N1CCN(CC1)CC1=C(C=CC=C1)N1C(NC(CC1)=O)=O)NC1=CC=C(C=C1)Cl)C 1-(2-((4-(1-(4-(1-acetyl-4-((4-chlorophenyl)amino)-2-methyl-1,2,3,4-tetrahydroquinolin-6-yl)phenyl)piperidin-4-yl)piperazin-1-yl)methyl)phenyl)dihydropyrimidine-2,4(1H,3H)-dione